C(C)(C)(C)OC(=O)N1CCC(CC1)C1=CC(=CC=C1)NC12C(NC(C(CC1)CC2)=O)=O.N2(CCNCCCNCCNCCC2)CC2=CC=C(C=C2)CN2CCNCCCNCCNCCC2 1,4-bis((1,4,8,11-tetraazacyclotetradecan-1-yl)methyl)benzene tert-Butyl-4-[3-[(2,4-dioxo-3-azabicyclo[3.2.2]nonan-1-yl)amino]phenyl]piperidine-1-carboxylate